(R)-5-(2-ethoxy-3-pyridyl)-N-[(5-methoxy-3-pyridyl)methyl]-3-methyl-1-[1-methylpropyl]pyrazolo[4,3-b]pyridin-7-amine C(C)OC1=NC=CC=C1C1=CC(=C2C(=N1)C(=NN2[C@@H](CC)C)C)NCC=2C=NC=C(C2)OC